dimethyl (S)-(1-(2-chlorophenyl) ethyl) phosphate P(=O)(OC)(OC)O[C@@H](C)C1=C(C=CC=C1)Cl